P(=O)(OCC(F)(F)F)(OCC(F)(F)F)O[Si](C)(C)C bis(trifluoroethyl) (trimethylsilyl) phosphate